N(=[N+]=[N-])CCCCCC1=C2C=CNC2=CC(=C1OC=1C=CC(=C(C(N)=N)C1)F)F 5-((4-(5-azidopentyl)-6-fluoro-1H-indol-5-yl)oxy)-2-fluorobenzimidamide